C1(=CC=CC=C1)S(=O)(=O)NC(=O)C=1C(=NC(=CC1)N1N=C(C=C1)OCCC1(CC1)[Si](C)(C)C)N1C(C[C@@H](C1)C)(C)C N-(Benzenesulfonyl)-2-[(4S)-2,2,4-trimethylpyrrolidin-1-yl]-6-[3-[2-(1-trimethylsilylcyclopropyl)Ethoxy]Pyrazol-1-yl]Pyridine-3-carboxamide